C(C)(C)(C)OC(=O)N1N=CC2=C(C=CC=C12)S(=O)(=O)Cl 4-(chlorosulfonyl)-1H-indazole-1-carboxylic acid tert-butyl ester